CN(C(CNC(=O)C1=C(C=C2CCN3C(C2=C1)=C(C=C3C(=O)N3[C@@](CCC3)(C)CO)C=3SC=CC3)OC)=O)C N-[2-(dimethylamino)-2-oxo-ethyl]-3-[(2R)-2-(hydroxymethyl)-2-methyl-pyrrolidine-1-carbonyl]-8-methoxy-1-(2-thienyl)-5,6-dihydropyrrolo[2,1-a]isoquinoline-9-carboxamide